FC1=CC=C(OC2=CC=C(C=C2)C2CNC2)C=C1 3-[4-(4-Fluoro-phenoxy)phenyl]azetidine